COC(C1=C(C=C(C(=C1)Cl)C(F)(F)F)[C@@H](C)Br)=O |r| (±)-2-(1-bromoethyl)-5-chloro-4-(trifluoromethyl)benzoic acid methyl ester